FC1=CC=C(C=C1)[C@@H]1[C@H]([C@@]2(N3NC(C[C@H]31)=O)C(NC3=CC=C(C=C32)F)=O)C(C3=CC=C(C=C3)[N+](=O)[O-])=O |r| (+-)-(3S,3a'S,4'S,5'R)-4'-(4-fluorophenyl)-5-fluoro-5'-(4-nitrobenzoyl)-3',3a',4',5'-tetrahydrospiro[indoline-3,6'-pyrrolo[1,2-b]Pyrazole]-2,2'(1'h)-dione